4-(Acetylamino)butanoic acid C(C)(=O)NCCCC(=O)O